COC1=C(C=CC=C1)SC1=CC=C(C=C1)C (2-methoxyphenyl)(p-tolyl)sulfane